FC(C(=O)O)(F)F.ClC1=C(C=CC=C1[C@]1(NC(N(C(C1)=O)[C@H]1C[C@H](OCC1)C)=N)C)NC(=O)C=1C=NC=CC1OC |o1:21,23| N-(2-Chloro-3-{(4S)-2-imino-4-methyl-1-[(2R*,4R*)-2-methyl-tetrahydropyran-4-yl]-6-oxo-hexahydropyrimidin-4-yl}phenyl)-4-methoxypyridine-3-carboxamide trifluoroacetic acid salt